CC1CCC(=NC1)C1=CC2=C(NN=C2)S1 5-(5-methyl-3,4,5,6-tetrahydropyridin-2-yl)-1H-Thieno[2,3-c]Pyrazole